Methylcyclopentadienyltris(dimethylamino)zirconium CC1(C=CC=C1)[Zr](N(C)C)(N(C)C)N(C)C